BrC1=CC(=C(C=C1)NC1N(C(C2=CN(C(C(=C2C1)C)=O)C)=O)OCCOC(C)(C)C)F ((4-bromo-2-fluorophenyl)amino)-2-(2-(tert-butoxy)ethoxy)-5,7-dimethyl-3,4-dihydro-2,7-naphthyridine-1,6(2H,7H)-dione